C(C)OC(COC1=NC=CC=C1OC1=C(C=C(C(=C1)N1C(N(C(=CC1=O)C(F)(F)F)C)=O)F)Cl)=O (3-[2-chloro-4-fluoro-5-(3-methyl-2,6-dioxo-4-trifluoromethyl-3,6-dihydro-2H-pyrimidin-1-yl)phenoxy]pyridin-2-yloxy)acetic acid ethyl ester